1-(4-Isobutyl-3,4-dihydroquinoxaline-1(2H)-yl)-2-(pyrrolidin-1-yl)ethan-1-one C(C(C)C)N1CCN(C2=CC=CC=C12)C(CN1CCCC1)=O